3-(dimethylamino)propyl vinyl ether C(=C)OCCCN(C)C